CC=1SC(=C(N1)C)C1=CC=C(C=C1)NNC(=O)N=N (4-(2,4-dimethylthiazol-5-yl)phenyl)carbazone